ClC=1C=C(C=C2C(=C(C=NC12)C#N)N[C@H](CC)C1=CC=CC=C1)N[C@@H](C=1C=NC=CC1)C=1N=NN(C1)C(C)C 8-chloro-6-(((S)-(1-isopropyl-1H-1,2,3-triazol-4-yl)(pyridin-3-yl)methyl)amino)-4-(((R)-1-phenylpropyl)amino)quinoline-3-carbonitrile